CC1=CCN(C=C1)OC(=C)CCC1=CC=CC=C1 4-Methyl-1-((4-phenylbut-1-en-2-yl)oxy)pyridin